CC(C(=O)O)(C)O.C(C(O)C)(=O)OC methyl lactate (methyl 2-hydroxypropionate)